5-bromo-4-chloro-2,3-dimethyl-2H-indazole BrC1=C(C2=C(N(N=C2C=C1)C)C)Cl